4-(7-(2-amino-7-fluorobenzo[d]thiazol-4-yl)-6-chloro-8-fluoro-2-(((2R,7aS)-2-fluorotetrahydro-1H-pyrrolizin-7a(5H)-yl)methoxy)-quinazolin-4-yl)-1,4-oxazepane-6-carboxamide NC=1SC2=C(N1)C(=CC=C2F)C2=C(C=C1C(=NC(=NC1=C2F)OC[C@]21CCCN1C[C@@H](C2)F)N2CCOCC(C2)C(=O)N)Cl